1-(5-tert-butylthiazol-2-yl)-3-(4-(1-(4-(2-morpholinoethoxy)phenyl)-1H-1,2,3-triazol-4-yl)phenyl)-urea C(C)(C)(C)C1=CN=C(S1)NC(=O)NC1=CC=C(C=C1)C=1N=NN(C1)C1=CC=C(C=C1)OCCN1CCOCC1